ClC1=CC(=C(C(=C1)C)CC(=O)NC1OC2(OC1)CCC(CC2)C(=O)O)C.BrC(SC2=NC=CC=C2)F 2-((bromofluoromethyl)thio)pyridine [2-(4-chloro-2,6-dimethylphenyl)acetamido]-1,4-dioxaspiro[4.5]decane-8-carboxylate